FC=1C(=C(O\C(\C(=O)OC)=C/OC)C=C(C1)N1N=C(C=C1)C(F)(F)F)C methyl (Z)-2-[3-fluoro-2-methyl-5-[3-(trifluoromethyl)pyrazol-1-yl]phenoxy]-3-methoxy-prop-2-enoate